ClC=1C(=NN2C1CCCC2)N2N=CC(=C2N(CC=C)C)C#N 1-(3-chloro-4,5,6,7-tetrahydropyrazolo[1,5-a]pyridin-2-yl)-5-[methyl-(prop-2-enyl)amino]pyrazole-4-carbonitrile